8-(2-azaspiro[3.3]heptan-6-yloxy)-5-chloro-3-methyl-quinazolin-4-one C1NCC12CC(C2)OC=2C=CC(=C1C(N(C=NC21)C)=O)Cl